2',3-dichloro-4-((1S,2S)-2-(5-chloropyridin-3-yl)cyclopropyl)-5',6-dimethyl-2H-[1,4'-bipyridin]-2-one ClC1=NC=C(C(=C1)N1C(C(=C(C=C1C)[C@@H]1[C@H](C1)C=1C=NC=C(C1)Cl)Cl)=O)C